5-methyl-arginine CC(CC[C@H](N)C(=O)O)NC(N)=N